4-[(3S)-3-aminopyrrolidin-1-yl]-6-cyano-5-(3,5-difluorophenyl)-N-[(1S)-1-phenylethyl]pyridine-3-carboxamide N[C@@H]1CN(CC1)C1=C(C=NC(=C1C1=CC(=CC(=C1)F)F)C#N)C(=O)N[C@@H](C)C1=CC=CC=C1